C1(=CC(=CC=C1)C=1OC(=CN1)C=O)C1=CC=CC=C1 2-([1,1'-biphenyl]-3-yl)oxazole-5-carbaldehyde